[OH-].OCC[N+](C)(C)C 2-hydroxy-N,N,N-trimethylethanaminium hydroxide